(2-(Benzyloxy)-4,6-dihydroxyphenyl)(4-(((tetrahydrofuran-2-yl)methyl)amino)isoindolin-2-yl)methanone C(C1=CC=CC=C1)OC1=C(C(=CC(=C1)O)O)C(=O)N1CC2=CC=CC(=C2C1)NCC1OCCC1